(E)-N'-(4-chlorobenzyl)-6-(4-methoxyphenyl)pyrazine-2-carbohydrazide ClC1=CC=C(CNNC(=O)C2=NC(=CN=C2)C2=CC=C(C=C2)OC)C=C1